5-Amino-N-[(1S,9S)-9-ethyl-5-fluoro-9-hydroxy-4-methyl-10,13-dioxo-2,3,9,10,13,15-hexahydro-1H,12H-benzo[de]pyrano[3',4':6,7]indolizino[1,2-b]quinolin-1-yl]pentanamide NCCCCC(=O)N[C@H]1CCC=2C=3C1=C1C(=NC3C=C(C2C)F)C2=CC3=C(C(N2C1)=O)COC([C@]3(O)CC)=O